C(C)(C)(C)OC1=CC=C(C=C1)B(O)O 4-(tert-butoxy)phenyl-boronic acid